5-hydroxy-6-(4-methoxyphenyl)-4-methyl-2,3-diphenylpyrazolo[1,5-a]pyrimidin-7(4H)-one OC=1N(C=2N(C(C1C1=CC=C(C=C1)OC)=O)N=C(C2C2=CC=CC=C2)C2=CC=CC=C2)C